C1N(CCC12CCNCC2)C=2C=C(N(C)C)C=CC2 3-(2,8-Diazaspiro[4.5]dec-2-yl)-N,N-dimethylaniline